C1(=CC=CS1)CN(C(=O)OCOC=1C=CC=NC1)CC1=CC=CS1 5-[bis(thenyl)aminocarbonyloxymethoxy]pyridine